C[C@@H]1[C@H]([C@H]([C@H](O1)OP(=O)([O-])[O-])O)O The molecule is an organophosphate oxoanion resulting from the removal of two protons from the phosphate group of 5-deoxy-alpha-D-ribose 1-phosphate. It is a conjugate base of a 5-deoxy-alpha-D-ribose 1-phosphate.